N-(1-(methyl-d3)-3-(((2S,3S)-2-methyloxetan-3-yl)oxy)-1H-pyrazol-4-yl)carboxamide C(N1N=C(C(=C1)NC=O)O[C@@H]1[C@@H](OC1)C)([2H])([2H])[2H]